1-[4-trifluoromethylphenyl]-3-[3,5-dimethyl-4-carboxydimethoxy-phenyl]prop-2-en-1-one FC(C1=CC=C(C=C1)C(C=CC1=C(C(=C(C(=C1OC)C)C(=O)O)C)OC)=O)(F)F